OC=1C=C(C=CC1O)C[C@H](C(=O)O)O (R)-(+)-3-(3,4-dihydroxyphenyl)-2-hydroxypropionic acid